(S)-4-(((3-ethyl-5-(2-(2-hydroxyethyl)piperidin-1-yl)pyrazolo[1,5-a]pyrimidin-7-yl)amino)methyl)phenol C(C)C=1C=NN2C1N=C(C=C2NCC2=CC=C(C=C2)O)N2[C@@H](CCCC2)CCO